C(#N)C1N(CC(C1)(F)F)C(CNC(C1=C(C=NC=C1)C=CC=1N=C2N(C=C(C=C2)F)C1)=O)=O N-(2-(2-cyano-4,4-difluoropyrrolidin-1-yl)-2-oxoethyl)-3-(2-(6-fluoroimidazo[1,2-a]pyridin-2-yl)vinyl)isonicotinamide